C(=O)(O)CCCCCN1C(C=CC1=O)=O N-(5-carboxypentyl)maleimide